ClCC(=O)[C@@H]1N(C[C@H](C1)O)C(=O)OCC1=CC=CC=C1 benzyl (2R,4S)-2-(2-chloroacetyl)-4-hydroxypyrrolidine-1-carboxylate